methyl 1-(cyanomethyl)-3-(trifluoromethyl)-1H-pyrrole-2-carboxylate C(#N)CN1C(=C(C=C1)C(F)(F)F)C(=O)OC